C(C)(C)(C)OC(CNC(=O)C1=CC2=C(N(C(=N2)NC=2SC3=C(N2)C=CC(=C3)OC(F)(F)F)C)C=C1)=O {[1-Methyl-2-(6-trifluoromethoxy-benzothiazol-2-ylamino)-1H-benzoimidazole-5-carbonyl]-amino}-acetic acid tert-butyl ester